methyl 5-(2-bromopyrazolo[5,1-b]thiazole-7-carboxamido)-4-ethylthiophene-2-carboxylate BrC1=CN2C(S1)=C(C=N2)C(=O)NC2=C(C=C(S2)C(=O)OC)CC